2,2-dimethoxy-N-(3-trimethoxysilylpropoxycarbonyl-(methyl)ethyl)-1-aza-2-silacyclopentane CO[Si]1(N(CCC1)CC(C)C(=O)OCCC[Si](OC)(OC)OC)OC